((4-(pyridin-2-yl)-1H-imidazol-2-yl)methyl)carbamic acid tert-butyl ester C(C)(C)(C)OC(NCC=1NC=C(N1)C1=NC=CC=C1)=O